tert-butyl (S)-6,7-dichloro-8-methoxy-1-methyl-4-(((trifluoromethyl) sulfonyl) oxy)-1,3-dihydro-2H-pyrrolo[3,4-c]quinoline-2-carboxylate ClC1=C(C(=CC=2C3=C(C(=NC12)OS(=O)(=O)C(F)(F)F)CN([C@H]3C)C(=O)OC(C)(C)C)OC)Cl